C(N)(O[C@H]1[C@H](CCC2=CC=CC(=C12)I)OC(N)=O)=O (1R,2S)-8-iodo-1,2,3,4-tetrahydronaphthalen-1,2-diyl dicarbamate